(1-tert-butoxycarbonyl-3-methyl-pyrrolidin-3-yl)-4-[3-[2-(cyclopropoxy)-3-pyridyl]pyrazolo[1,5-a]pyrimidin-5-yl]piperazine-1-carboxylate C(C)(C)(C)OC(=O)N1CC(CC1)(C)OC(=O)N1CCN(CC1)C1=NC=2N(C=C1)N=CC2C=2C(=NC=CC2)OC2CC2